5-[7-(2,4-difluoro-6-isopropoxy-phenyl)-6-(5-prop-2-enoyl-6,7-dihydro-4H-thiazolo[5,4-c]pyridin-2-yl)thieno[3,2-c]pyridin-4-yl]isoindolin-1-one FC1=C(C(=CC(=C1)F)OC(C)C)C=1C2=C(C(=NC1C=1SC=3CN(CCC3N1)C(C=C)=O)C=1C=C3CNC(C3=CC1)=O)C=CS2